CC=1C=C2C(C(NC2=C(C1)C)=O)=O 5,7-dimethyl-isatin